S(=O)(=O)(O)C=1C=C(C(C(=O)[O-])=CC1)C(=O)[O-].C(C)[NH+](CC)CC.C(C)[NH+](CC)CC triethylammonium 4-sulfophthalate